S1N=C(C2=C1C=CC=C2)N2CCN(CC2)CCCOC2=CC=C1CCN(C(C1=C2)=O)C 7-(3-(4-(benzo[d]isothiazol-3-yl)piperazin-1-yl)propoxy)-2-methyl-3,4-dihydroisoquinolin-1(2H)-one